N-(4-((S)-3-ethyl-2,6-dioxopiperidin-3-yl)phenyl)acetamide hydrochloride Cl.C(C)[C@@]1(C(NC(CC1)=O)=O)C1=CC=C(C=C1)NC(C)=O